FC1(CC(C1)N1N=C(C=C1C)NC(C1=C(C=C(C=C1)NS(=O)(=O)CCO)N1CCC2(CC2)CC1)=O)F N-(1-(3,3-difluorocyclobutyl)-5-methyl-1H-pyrazol-3-yl)-4-((2-hydroxyethyl)sulfonamido)-2-(6-azaspiro[2.5]octan-6-yl)benzamide